tri(trifluoropropyl)cyclotrisiloxane FC(CC[SiH]1O[SiH](O[SiH](O1)CCC(F)(F)F)CCC(F)(F)F)(F)F